(2E)-3-(2-bromophenyl)-1-phenylprop-2-en-1-one BrC1=C(C=CC=C1)/C=C/C(=O)C1=CC=CC=C1